3-nitroquinoline [N+](=O)([O-])C=1C=NC2=CC=CC=C2C1